(S)-tert-butyl-3-formylmorpholine-4-carboxylate C(C)(C)(C)OC(=O)N1[C@@H](COCC1)C=O